C1(=CC=CC=C1)C(N[C@@H](CCC(N)=O)C(=O)O)(C1=CC=CC=C1)C1=CC=CC=C1 N-(triphenylmethyl)-L-Glutamine